8-{[2-(4-bromophenyl)imidazo[1,2-a]pyridin-3-yl]methyl}-3,8-diazabicyclo[3.2.1]octane dihydrochloride Cl.Cl.BrC1=CC=C(C=C1)C=1N=C2N(C=CC=C2)C1CN1C2CNCC1CC2